Chlorodimethyl-(3-(2-phenylpropyl)-1H-inden-1-yl)silane tert-butyl-(2-(2-((2-(2,6-dioxopiperidin-3-yl)-1,3-dioxoisoindolin-5-yl)amino)ethoxy)ethyl)carbamate C(C)(C)(C)N(C(O)=O)CCOCCNC=1C=C2C(N(C(C2=CC1)=O)C1C(NC(CC1)=O)=O)=O.Cl[Si](C1C=C(C2=CC=CC=C12)CC(C)C1=CC=CC=C1)(C)C